BrC=1C=C2C(=NC(=NC2=CC1OC)Cl)N[C@H](C)C1=CC(=CC=C1)C(F)(F)F (R)-6-bromo-2-chloro-7-methoxy-N-(1-(3-(trifluoromethyl)phenyl)ethyl)quinazolin-4-amine